C(CCCCCCCCCCCCCCC)(=O)[O-].C(CCCCCCCCCCCCCCC)(=O)[O-].C(CCCCCCCCCCCCCCC)(=O)[O-].[Al+3] aluminum tris(hexadecanoate)